2-cyclohexyl-2-(pentan-3-yl)malonic acid potassium sodium salt [Na+].[K+].C1(CCCCC1)C(C(=O)[O-])(C(=O)[O-])C(CC)CC